6-amino-2-((bis(4-methoxyphenyl)(phenyl)methoxy)methyl)hexan-1-ol NCCCCC(CO)COC(C1=CC=CC=C1)(C1=CC=C(C=C1)OC)C1=CC=C(C=C1)OC